4-methoxy-6-(p-tolyl)-1,3,5-triazin-2-amine hydrochloride Cl.COC1=NC(=NC(=N1)C1=CC=C(C=C1)C)N